(2S,3R,4R,5S)-1-(3,4-dichlorophenethyl)-2-(hydroxymethyl)piperidine-3,4,5-triol ClC=1C=C(CCN2[C@H]([C@H]([C@@H]([C@H](C2)O)O)O)CO)C=CC1Cl